4-(trifluoromethyl)piperidine-2-carboxamide FC(C1CC(NCC1)C(=O)N)(F)F